(3-fluoro-4-((2-methoxyethyl)carbamoyl)benzyl)-N-((3R,4S)-3-hydroxytetrahydro-2H-pyran-4-yl)-2,3-dihydrofuro[3,2-b]pyridine-5-carboxamide FC=1C=C(CC2CC3=NC(=CC=C3O2)C(=O)N[C@@H]2[C@H](COCC2)O)C=CC1C(NCCOC)=O